N-(5-phenyl-1H-indol-3-yl)-1H-benzo[d]imidazol-2-amine C1(=CC=CC=C1)C=1C=C2C(=CNC2=CC1)NC1=NC2=C(N1)C=CC=C2